2,4-diaminobenzoate NC1=C(C(=O)[O-])C=CC(=C1)N